Benzo[a]anthracen C1=CC=CC=2C1=C1C=C3C=CC=CC3=CC1=CC2